O1CCN(CC1)C=1C2=C(N=C(N1)N1N=C(C=C1)C1=CC=CC=C1)C=C(O2)C(=O)NCC2COC2 4-morpholino-N-(oxetan-3-ylmethyl)-2-(3-phenylpyrazol-1-yl)furo[3,2-d]pyrimidine-6-carboxamide